COC(=O)C=1SC(=CC1)C1=CC(=CC=C1)[C@@H](C)NC(C1=C(C=CC(=C1)NC1CNC1)C)=O Methyl-(R)-5-(3-(1-(5-(azetidin-3-ylamino)-2-methylbenzamido)ethyl)phenyl)thiophene-2-carboxylate